ammonium lauryl sulfate ammonium salt [NH4+].S(=O)(=O)(OCCCCCCCCCCCC)[O-].[NH4+].C(CCCCCCCCCCC)OS(=O)(=O)[O-]